O1C(=CC=C1)C([O-])=S.[Na+] sodium 2-furothioate